2-chloro-N-(3,5-dibromophenyl)benzamide ClC1=C(C(=O)NC2=CC(=CC(=C2)Br)Br)C=CC=C1